2-oxo-5-(3-oxo-1,2,3,4-tetrahydroisoquinoline-6-carboxamido)hexanediamide O=C(C(=O)N)CCC(C(=O)N)NC(=O)C=1C=C2CC(NCC2=CC1)=O